8-fluoro-5-isopropoxy-2,2,7-trimethyl-4H-benzo[d][1,3]dioxin-4-one FC1=C(C=C(C2=C1OC(OC2=O)(C)C)OC(C)C)C